NC1=CC(=C(C(=N1)C1=C(C=C2C(=NC=NC2=C1)O)Cl)C(F)(F)F)C 7-[6-amino-4-methyl-3-(trifluoromethyl)-2-pyridyl]-6-chloro-quinazolin-4-ol